CC(CCCCC)C1=C(C=C(C=C1)C)O 2-(1-methylhexyl)-5-methylphenol